ClC=1C=CC=2C(=C3N(C2C1C=1C(=NN(C1C)C)C)[C@@H](CN(C3=O)C=3N(C1=CC=C(C=C1C3)C(=O)O)C)C)CCCOC3=CC(=C(C(=C3)C)Cl)C 2-[(4R)-7-chloro-10-[3-(4-chloro-3,5-dimethyl-phenoxy)propyl]-4-methyl-1-oxo-6-(1,3,5-trimethylpyrazol-4-yl)-3,4-dihydropyrazino[1,2-a]indol-2-yl]-1-methyl-indole-5-carboxylic Acid